6-chloro-7-(2-fluoro-6-hydroxy-phenyl)-1-(2-methoxy-6-(2-propanyl)phenyl)-4-((2S)-2-methyl-4-(2-propenoyl)-1-piperazinyl)pyrido[2,3-d]pyrimidin-2(1H)-one ClC1=CC2=C(N(C(N=C2N2[C@H](CN(CC2)C(C=C)=O)C)=O)C2=C(C=CC=C2C(C)C)OC)N=C1C1=C(C=CC=C1O)F